FC1(CN(CC1)S(=O)(=O)C1=CC(=C(C=C1)C=1C(=C2C(=NNC2=CC1)N)C)C)F 5-(4-((3,3-difluoropyrrolidin-1-yl)sulfonyl)-2-methylphenyl)-4-methyl-1H-indazol-3-amine